N-ethyl-2-(3-hydroxy-3-methylbutyl)-6-(6-(trifluoromethyl)picolinamido)imidazo[1,2-a]pyridine-7-carboxamide C(C)NC(=O)C1=CC=2N(C=C1NC(C1=NC(=CC=C1)C(F)(F)F)=O)C=C(N2)CCC(C)(C)O